(1R,9R)-6-(2-chlorophenyl)-10,10-dimethyl-4-(2-(2-propenoyl)-2,6-diazaspiro[3.4]octan-6-yl)-3-azatricyclo[7.1.1.02,7]undeca-2,4,6-triene-5-carbonitrile ClC1=C(C=CC=C1)C=1C(=C(N=C2[C@H]3C([C@@H](CC12)C3)(C)C)N3CC1(CN(C1)C(C=C)=O)CC3)C#N